(2S)-1,4-oxazocane-2-carboxylic acid O1[C@@H](CNCCCC1)C(=O)O